FC=1C=C2C=C(C(NC2=CC1C(C)C)=O)C(=O)OC methyl 6-fluoro-7-isopropyl-2-oxo-1,2-dihydroquinoline-3-carboxylate